Cl.FC1=NC=C(C=C1)C=1CCNCC1 2-fluoro-5-(1,2,3,6-tetrahydropyridin-4-yl)pyridine hydrochloride